C[C@@H]1NCC2=CC=CC=C12 (S)-1-methylisoindoline